(2s,4r)-2-formylamino-4-((2-methoxyphenyl)sulfonylamino)pyrrolidine-1-carboxylic acid tert-butyl ester C(C)(C)(C)OC(=O)N1[C@@H](C[C@H](C1)NS(=O)(=O)C1=C(C=CC=C1)OC)NC=O